N-[[4-(4-methyl-piperazin-1-yl)phenyl]methyl]-1,2-oxazole-5-carboxamide CN1CCN(CC1)C1=CC=C(C=C1)CNC(=O)C1=CC=NO1